(7S)-N-cyclopropyl-9-(2,6-difluorophenyl)-7-methyl-13,16-dioxa-18-thia-2,3,5,8-tetraazatetracyclo[8.8.0.02,6.011,17]octadeca-1(10),3,5,8,11(17)-penta-ene-4-carboxamide C1(CC1)NC(=O)C1=NN2C=3SC=4OCCOCC4C3C(=N[C@H](C2=N1)C)C1=C(C=CC=C1F)F